(5-(difluoromethyl)-4-(4-methylpiperazin-1-yl)pyridin-3-yl)-1,1-diphenylmethanimine FC(C=1C(=C(C=NC1)N=C(C1=CC=CC=C1)C1=CC=CC=C1)N1CCN(CC1)C)F